N-(thiazol-2-ylmethyl)pyrrolo[2,1-f][1,2,4]triazin-4-amine S1C(=NC=C1)CNC1=NC=NN2C1=CC=C2